N-[3-(4-bromo-6-fluoro-2-methyl-indazol-3-yl)propyl]-N-methyl-carbamic acid tert-butyl ester C(C)(C)(C)OC(N(C)CCCC=1N(N=C2C=C(C=C(C12)Br)F)C)=O